(2-chlorophenyl)(tetrahydrofuran-3-yl)methanol ClC1=C(C=CC=C1)C(O)C1COCC1